C(C)(C)C1=CC=C(C=C1)C1=CN=CC(=N1)C(=O)O 6-(4-isopropylphenyl)pyrazine-2-carboxylic acid